ethyl 1-((3-bromophenyl)thio)cyclobutane-1-carboxylate BrC=1C=C(C=CC1)SC1(CCC1)C(=O)OCC